N-{3-[5-(2-Chloro-pyrimidin-4-yl)-2-diethoxymethyl-thiazol-4-yl]-2-fluoro-phenyl}-2,6-difluoro-benzenesulfonamide ClC1=NC=CC(=N1)C1=C(N=C(S1)C(OCC)OCC)C=1C(=C(C=CC1)NS(=O)(=O)C1=C(C=CC=C1F)F)F